tert-butyl 6-((1-(4-((2,6-dioxopiperidin-3-yl)amino)phenyl)piperidin-4-yl)methyl)-2,6-diazaspiro[3.3]heptane-2-carboxylate O=C1NC(CCC1NC1=CC=C(C=C1)N1CCC(CC1)CN1CC2(CN(C2)C(=O)OC(C)(C)C)C1)=O